ClC=1C=CC=C2C(NC(=NC12)C1=CC=C(OCCOCC(=O)O)C=C1)C 2-[2-[4-(8-chloro-4-methyl-3,4-dihydroquinazolin-2-yl)phenoxy]ethoxy]acetic acid